C(=C)C1=CC2=C(S1)C=1SC(=CC1C=C2)C=C 2,7-divinyl-benzo[2,1-b:3,4-b']dithiophene